C(#N)C=1C=C(C=CC1F)NC(=O)N1CC=2C(=NN3C2C(C[C@H](CC3)CO)(F)F)CC1 |o1:21| (S*)-N-(3-Cyano-4-fluorophenyl)-11,11-difluoro-9-(hydroxymethyl)-3,4,8,9,10,11-hexahydro-1H-pyrido[4',3':3,4]pyrazolo[1,5-a]azepine-2(7H)-carboxamide